3-(3,5-bis(trifluoromethyl)phenyl)-1-propylcyclopentane-1-carboxylic acid FC(C=1C=C(C=C(C1)C(F)(F)F)C1CC(CC1)(C(=O)O)CCC)(F)F